3-(5-((dimethylamino)methyl)-1-oxoisoindolin-2-yl)piperidine-2,6-dione CN(C)CC=1C=C2CN(C(C2=CC1)=O)C1C(NC(CC1)=O)=O